1-(5-chloro-3-fluoropyridin-2-yl)-4-(4-(difluoro-methyl)benzyl)-3-(oxetan-3-yl)piperazine-2,5-dione ClC=1C=C(C(=NC1)N1C(C(N(C(C1)=O)CC1=CC=C(C=C1)C(F)F)C1COC1)=O)F